C(C)(C)(C)OC(=O)C=1C(=C(C(=CC1CC=O)[N+](=O)[O-])C(=O)OC(C)(C)C)F tert-butyl (tert-butyloxycarbonyl)(2-fluoro-6-nitro-4-(2-oxoethyl)phenyl)carboxylate